tert-butyl 3-(6-cyano-8-fluoro-7-(8-fluoro-3-(methoxymethoxy) naphthalen-1-yl)-5-methoxy-2-(methylthio)quinazolin-4-yl)-3,8-diazabicyclo[3.2.1]octane-8-carboxylate C(#N)C=1C(=C2C(=NC(=NC2=C(C1C1=CC(=CC2=CC=CC(=C12)F)OCOC)F)SC)N1CC2CCC(C1)N2C(=O)OC(C)(C)C)OC